isopropyl(1-(benzo[d][1,3]dioxol-5-yl)propan-2-yl)carbamate C(C)(C)OC(NC(CC1=CC2=C(OCO2)C=C1)C)=O